BrC(C(=O)[O-])CCC(=O)[O-] 2-bromoglutarate